COC=1C=C(C=CC1OC)C1=NN=C(O1)NC1=CC=CC=C1 5-(3,4-dimethoxyphenyl)-N-phenyl-1,3,4-oxadiazol-2-amine